BrCC1=CC=C(C=C1)S(=O)(=O)N(C)CCC#N 4-(Bromomethyl)-N-(2-cyanoethyl)-N-methylbenzene-sulfonamide